benzyl N-{4H,5H,6H,7H-pyrazolo[1,5-a]pyridin-2-yl}carbamate N1=C(C=C2N1CCCC2)NC(OCC2=CC=CC=C2)=O